C(C1=CC=CC=C1)N1C[C@H](CC1)OC1=CC=CC(=N1)S(=O)(=O)NC(=O)C=1C(=NC=CC1)N1C(CC(C1)C)(C)C N-[[6-[(3S)-1-Benzylpyrrolidin-3-yl]oxy-2-pyridyl]sulfonyl]-2-(2,2,4-trimethylpyrrolidin-1-yl)pyridin-3-carboxamid